3-azabicyclo[3.1.0]hexan-1-ylmethyl 5-[[4-[[2-(6-methyl-2-pyridyl)pyrimidin-4-yl]amino]pyrimidin-2-yl]amino]pyridine-2-carboxylate CC1=CC=CC(=N1)C1=NC=CC(=N1)NC1=NC(=NC=C1)NC=1C=CC(=NC1)C(=O)OCC12CNCC2C1